N,N'-(2,2'-dimethyl-[1,1'-biphenyl]-3,3'-diyl)bis(5-(((2-hydroxyethyl)amino)methyl)-4-methoxypicolinamide) CC1=C(C=CC=C1NC(C1=NC=C(C(=C1)OC)CNCCO)=O)C1=C(C(=CC=C1)NC(C1=NC=C(C(=C1)OC)CNCCO)=O)C